2-(4-Cyclobutyl-2-(perfluoroethyl)imidazo[1,2-a][1,8]naphthyridin-8-yl)-1,3,4-oxadiazole C1(CCC1)C=1C=2C=CC=3N(C2N=C(C1)C(C(F)(F)F)(F)F)C=C(N3)C=3OC=NN3